2-(4-amino-2-(methylthio)pyrimidin-5-yl)-3-methoxy-2-methylpropan-1-ol NC1=NC(=NC=C1C(CO)(COC)C)SC